2-methyl-N-(4-picolyl)benzamide CC1=C(C(=O)NCC2=CC=NC=C2)C=CC=C1